CCCCCCCCCCCCCCC(=O)OC[C@H](COP(=O)(O)OC[C@@H](C(=O)O)N)OC(=O)CCCCCCCCC/C=C\C/C=C\CCCCC 1-pentadecanoyl-2-(11Z,14Z-eicosadienoyl)-glycero-3-phosphoserine